(1S,2S)-2-amino-1-(7-methyl-4-{[(thiophen-2-yl)methyl]amino}thieno[3,2-c]pyridazin-6-yl)propan-1-ol N[C@H]([C@H](O)C1=C(C=2N=NC=C(C2S1)NCC=1SC=CC1)C)C